N1CCC(CC1)C=1SC2=C(N1)C=CC=C2 2-(piperidin-4-yl)-1,3-benzthiazole